Cl.ClCCCN(C)C 3-chloro-N,N-dimethylpropan-1-amine HCl